N=1NN=NC1C=1C=C(CNC2=NS(C3=C(N2)C(=C(C=C3)F)[C@@H](C)C3=C(C=CC=C3)F)(=O)=O)C=CC1 (S)-3-((3-(2H-tetrazol-5-yl)benzyl)amino)-6-fluoro-5-(1-(2-fluorophenyl)ethyl)-4H-benzo[e][1,2,4]thiadiazine 1,1-dioxide